FC=1C(=NC(=NC1)N[C@@H]1CC[C@H](CC1)C(=O)O)C1=CC(=CC=C1)N1C(C=CC(=C1)C)=O trans-4-((5-fluoro-4-(3-(5-methyl-2-oxopyridin-1(2H)-yl)phenyl)pyrimidin-2-yl)amino)cyclohexane-1-carboxylic acid